((4-methylpiperazin-1-yl) methyl) benzoate C(C1=CC=CC=C1)(=O)OCN1CCN(CC1)C